C(C)(C)(C)N1C[C@H](N(S(C2=C1C=C(C(=C2)O\C=C(\C(=O)O)/F)SC)(=O)=O)C(C)C)C(C)C (R,Z)-3-((5-(tert-butyl)-2,3-diisopropyl-7-(methylthio)-1,1-dioxido-2,3,4,5-tetrahydrobenzo[f][1,2,5]thiadiazepin-8-yl)oxy)-2-fluoroacrylic acid